(R)-(5,5-difluoro-tetrahydro-2H-pyran-3-yl)methanol FC1(C[C@@H](COC1)CO)F